2-(((2-methyl-6-(3-methyl-4-(((4-(pyrazin-2-yl)pyrimidin-2-yl)amino)methyl)isoxazol-5-yl)pyridin-3-yl)oxy)methyl)cyclohexane-1-carboxylic acid CC1=NC(=CC=C1OCC1C(CCCC1)C(=O)O)C1=C(C(=NO1)C)CNC1=NC=CC(=N1)C1=NC=CN=C1